[Cl-].C[SiH]1O[SiH](O[SiH](O[SiH](O1)C)C)C tetramethyl-cyclotetrasiloxane chloride